2-((S)-1-(4-fluorophenyl)-3,4-dihydroisoquinolin-2(1H)-yl)-N,N-dimethyl-1-oxa-3-azaspiro[4.4]non-2-en-7-amine FC1=CC=C(C=C1)[C@@H]1N(CCC2=CC=CC=C12)C=1OC2(CN1)CC(CC2)N(C)C